N1(CCCC1)CC=1C=C(CN2C=NC=3C(=NC=4C=CC=CC4C32)N)C=CC1 1-(3-(pyrrolidin-1-ylmethyl)benzyl)-1H-imidazo[4,5-c]quinolin-4-amine